4-(2-Amino-2-methylpropanoyl)-N-(1-(4-(2-(((1S,3S)-3-aminocyclopentyl)(ethyl)amino)propyl)phenyl)-2-oxo-1,2-dihydropyrimidin-4-yl)piperazine-1-carboxamide hydrochloride salt Cl.NC(C(=O)N1CCN(CC1)C(=O)NC1=NC(N(C=C1)C1=CC=C(C=C1)CC(C)N(CC)[C@@H]1C[C@H](CC1)N)=O)(C)C